3β-hydroxy-5α-androstan-17β-yl succinate C(CCC(=O)[O-])(=O)O[C@@H]1[C@]2(C)[C@@H](CC1)[C@@H]1CC[C@H]3C[C@H](CC[C@]3(C)[C@H]1CC2)O